CC=1SC(=C(N1)C(=O)N1C2CC(CC1COC1=NC3=CC=CC=C3C=C1)C2)C2=CC=CC=C2 2-{[2-(2-Methyl-5-phenyl-1,3-thiazol-4-carbonyl)-2-azabicyclo[3.1.1]heptan-3-yl]methoxy}chinolin